C(CCC)C1C(N(C2=CC=CC(=C2C1)C1CCN(CC1)C)C(=O)N)(C)C butyl-2,2-dimethyl-5-(1-methylpiperidin-4-yl)-3,4-dihydroquinoline-1(2H)-carboxamide